Cl.FC1=C2C(CNCC2=C(C=C1)O[C@@H]1[C@H]([C@H]([C@@H](C1)N1C=CC2=C1N=CN=C2C)O)O)C (1S,2S,3S,5R)-3-((5-fluoro-4-methyl-1,2,3,4-tetrahydroisoquinolin-8-yl)oxy)-5-(4-methyl-7H-pyrrolo[2,3-d]pyrimidin-7-yl)cyclopentane-1,2-diol hydrochloride